[B].[B].C=1(O)C(O)=CC=CC1 catechol diboron